S(=O)(=O)(O)OC1=CC=C(C[C@H](N)C(=O)O)C=C1 O-sulfotyrosine